N'-(4-methoxybenzylidene)acetohydrazide COC1=CC=C(C=NNC(C)=O)C=C1